4-(bromomethyl)-N-(1-(bromomethyl)cyclopropyl)benzamide ethyl-1-(6-aminopyridin-3-yl)-6-chloro-4-oxo-7-{1H,3H-pyrrolo[3,4-c]pyridin-2-yl}quinoline-3-carboxylate C(C)OC(=O)C1=CN(C2=CC(=C(C=C2C1=O)Cl)N1CC=2C=NC=CC2C1)C=1C=NC(=CC1)N.BrCC1=CC=C(C(=O)NC2(CC2)CBr)C=C1